Sodium 4-chlorobenzenesulfinate ClC1=CC=C(C=C1)S(=O)[O-].[Na+]